N1(CCCC1)C1=C(C=C(C=C1)C=CC(=O)C1=CC=C(C(=O)O)C=C1)C=1SC=CC1 4-[3-(4-Pyrrolidin-1-yl-3-thiophen-2-ylphenyl)prop-2-enoyl]benzoic acid